C(C)(C)N1N=C(C(=C1)C(=O)O)C(F)(F)F 1-Isopropyl-3-(trifluoromethyl)-1H-pyrazole-4-carboxylic acid